C(C)(C)(C)N(C(O)=O)[C@H](C(=O)NC1CC2(C1)CC(C2)OC2=NC=CC=C2C(N)=O)CC2=CC=CC=C2.C(CCCC)OC(CC=CC)CC=CC 2-pentoxy-1,3-dipropenyl-propane tert-butyl-((S)-1-(((R)-6-((3-carbamoylpyridin-2-yl)oxy)spiro[3.3]heptan-2-yl)amino)-1-oxo-3-phenylpropan-2-yl)carbamate